N-((3S,4R)-1-acetyl-4-((6-(2,6-dichloro-3,5-dimethoxyphenyl)-8-(oxetan-3-ylamino)pyrido[3,4-d]pyrimidin-2-yl)amino)pyrrolidin-3-yl)acrylamide C(C)(=O)N1C[C@@H]([C@@H](C1)NC=1N=CC2=C(N1)C(=NC(=C2)C2=C(C(=CC(=C2Cl)OC)OC)Cl)NC2COC2)NC(C=C)=O